tert-butyl N-[(S)-phenyl(1,2,3,4-tetrahydro-1,5-naphthyridin-3-yl)methyl]carbamate C1(=CC=CC=C1)[C@@H](NC(OC(C)(C)C)=O)C1CNC2=CC=CN=C2C1